((2S,5R)-3-(5-chloro-4-fluoro-1H-indol-7-yl)-1,5-dimethyl-1,2,5,6-tetrahydropyridin-2-yl)methanol ClC=1C(=C2C=CNC2=C(C1)C=1[C@H](N(C[C@@H](C1)C)C)CO)F